ClC=1C(=C(C(=CC1)F)C=1C(N(N=C(C1O)C)C)=O)\C=C\C1=CC=C(C=C1)C1=CC=CC=C1 4-[3-Chloro-6-fluoro-2-[(E)-2-(4-phenylphenyl)vinyl]phenyl]-5-hydroxy-2,6-dimethyl-pyridazin-3-one